BrC=1C=C2C(C(=CNC2=CC1)C(=O)OCC)=O Ethyl 6-bromo-4-oxo-1H-quinoline-3-carboxylate